(S)-7-bis(p-methoxyphenyl)phosphino-7'-carboxy-1,1'-spirobiindan COC1=CC=C(C=C1)P(C=1C=CC=C2CC[C@@]3(C12)CCC1=CC=CC(=C13)C(=O)O)C1=CC=C(C=C1)OC